4-hydroxy-2-methyl-6-(pent-4-en-1-yl)benzoic acid OC1=CC(=C(C(=O)O)C(=C1)CCCC=C)C